C(C=C)OC1=CC=C(C(=C1C1N=C(CC1)OC)Cl)Cl (6-(allyloxy)-2,3-dichlorophenyl)-5-methoxy-3,4-dihydro-2H-pyrrole